ClC1=CN=C(C=N1)N1CCC2=C(CC1)C=C(C(=C2)N)N 3-(6-chloropyrazin-3-yl)-2,3,4,5-tetrahydro-1H-benzo[d]azepin-7,8-diamine